zirconium(IV) i-propyl 3-oxobutanoate O=C(CC(=O)OC(C)C)C.[Zr+4]